CCCC(=O)CC=C hepten-4-one